5-chloro-N-(1-methylcyclopropyl)-1-trimethylstannyl-imidazo[1,5-a]pyridine-7-sulfonamide ClC1=CC(=CC=2N1C=NC2[Sn](C)(C)C)S(=O)(=O)NC2(CC2)C